FC1=NC=C(C=C1OC)B(O)O 2-fluoro-3-methoxy-pyridine-5-boronic acid